C(#N)/C(/C(=O)OCCOCC)=C\1/C=C(CCC1)NCCCOC 2-ethoxyethyl (2Z)-2-cyano-2-[3-(3-methoxypropylamino)cyclohex-2-en-1-ylidene]acetate